C(CCCCC(=O)OCCCCCCCC)(=O)OCCN(CCOC(CC(=O)OC(CCCCCCCC)CCCCCCCC)=O)CCOCC1=CC=CC=C1 2-((2-(benzyloxy)ethyl)(2-((3-(heptadecan-9-yloxy)-3-oxopropanoyl)oxy)ethyl)amino)ethyl octyl adipate